7-fluoro-3-methyl-6-(4-methylpiperazin-1-yl)-1H-indole-2-carboxylic acid FC=1C(=CC=C2C(=C(NC12)C(=O)O)C)N1CCN(CC1)C